C(C)(C)(C)C1=NN2C(C=CC=C2)=C1 2-(tert-butyl)pyrazolo[1,5-a]pyridin